1,2,5-oxadiazole-3-carboxylic acid O1N=C(C=N1)C(=O)O